3-[(6R,8aS)-2-[4-chloro-2-(trifluoromethyl)phenyl]-6-methyl-3-oxo-5,6,8,8a-tetrahydro-1H-imidazo[1,5-a]pyrazin-7-yl]-6-(2-methoxyphenyl)pyridine-2-carbaldehyde ClC1=CC(=C(C=C1)N1C(N2[C@@H](CN([C@@H](C2)C)C=2C(=NC(=CC2)C2=C(C=CC=C2)OC)C=O)C1)=O)C(F)(F)F